(6-fluoropyridin-2-yl)methanethiol FC1=CC=CC(=N1)CS